4-hydroxy-pyrrolidine-2-carboxamide OC1CC(NC1)C(=O)N